ClC=1C(=NC(=NC1)NC1=NC=C(C=C1)C1=CC=C(C=C1)N(C)C)NC1=CC(=CC=C1)C(F)(F)F 5-chloro-N2-(5-(4-(dimethylamino)phenyl)pyridin-2-yl)-N4-(3-(trifluoromethyl)phenyl)pyrimidine-2,4-diamine